OC[C@H](C1=CC=CC=C1)NC1=CC(=NC=C1C=1OC(=NN1)C1=NC=CC=C1)NC1=CC=C2C(=N1)C(NC2=O)C 2-((4-(((S)-2-hydroxy-1-phenylethyl)amino)-5-(5-(pyridin-2-yl)-1,3,4-oxadiazol-2-yl)pyridin-2-yl)amino)-7-methyl-6,7-dihydro-5H-pyrrolo[3,4-b]pyridin-5-one